C1(CC1)C1=C(C(=NO1)C1=C(C=CC=C1Cl)Cl)CO[C@H]1[C@@H]2CN([C@H](C1)C2)C2=CC(=C(C(=O)O)C(=C2)F)F 4-[(1S,4S,5R)-5-[[5-cyclopropyl-3-(2,6-dichlorophenyl)-1,2-oxazol-4-yl]methoxy]-2-azabicyclo[2.2.1]heptan-2-yl]-2,6-difluorobenzoic acid